Ethyl 3-[1-(difluoromethyl)cyclopropyl]-3-oxo-propanoate FC(C1(CC1)C(CC(=O)OCC)=O)F